FC1=C(C=CC=C1)N1N=CC2=C1COC[C@H]2NC(=O)C2=NC=C(C(=C2)C)C (S)-N-(1-(2-fluorophenyl)-1,4,5,7-tetrahydropyrano[3,4-c]pyrazol-4-yl)-4,5-dimethylpyridinecarboxamide